6-(4-fluoro-3-methoxyphenyl)pyrimidine-4-carboxylic acid methyl ester COC(=O)C1=NC=NC(=C1)C1=CC(=C(C=C1)F)OC